N-[(5-chlorothiophen-2-yl)methyl]-3-[1-(oxan-4-yl)piperidin-4-yl]-1H-pyrazol-5-amine ClC1=CC=C(S1)CNC1=CC(=NN1)C1CCN(CC1)C1CCOCC1